CN1OC2=C(C1C1=CC=CC=C1)C=C(C=C2)Cl N-methyl-5-chloro-3-phenylbenzisoxazole